(S)-8-iodo-2,6-dimethyloctan-2-ene ICC[C@H](CCC=C(C)C)C